[OH3+].FC(C=CC(=O)N1CCCCC1)(F)F 1-(4,4,4-trifluorobut-2-enoyl)piperidine oxidanium